Cl.Cl.FC1=C2C=C(N=NC2=CC(=C1)C=1C=C(C=2N(C1)C=C(N2)C)C#N)C2CCNCC2 6-[5-Fluoro-3-(piperidin-4-yl)cinnolin-7-yl]-2-methylimidazo[1,2-a]pyridine-8-carbonitrile dihydrochloride